1-(4'-chloro-2'-isopropyl-1H,2'H-[3,3'-bipyrazol]-5-yl)-2-(4-(1-ethyl-4-(trifluoromethyl)-1H-imidazol-2-yl)phenyl)ethan ClC1=C(N(N=C1)C(C)C)C1=NNC(=C1)CCC1=CC=C(C=C1)C=1N(C=C(N1)C(F)(F)F)CC